CC1=CC=C(C(=N1)NC1CCN(CC1)C(=O)OC(C)(C)C)[N+](=O)[O-] tert-butyl 4-((6-methyl-3-nitropyridin-2-yl)amino)piperidine-1-carboxylate